1-((3-bromo-1H-indol-5-yl)ethynyl)cyclohexane-1-ol BrC1=CNC2=CC=C(C=C12)C#CC1(CCCCC1)O